(1-(2-(3-fluoro-5-(trifluoromethyl)benzyl)pyridin-4-yl)-4-((2-hydroxyethyl)carbamoyl)-3-methyl-1H-pyrazol-5-yl)methyl dihydrogen phosphate P(=O)(OCC1=C(C(=NN1C1=CC(=NC=C1)CC1=CC(=CC(=C1)C(F)(F)F)F)C)C(NCCO)=O)(O)O